BrC=1C=C2N=C(C=3N(C2=CC1C(=O)OC)C=NC3)NCC3=CC(=C(C=C3)C)C Methyl 7-bromo-4-((3,4-dimethylbenzyl)amino)imidazo[1,5-a]quinoxaline-8-carboxylate